2-hydroxy-4-n-octyloxy-5-nitrobenzophenone OC1=C(C(=O)C2=CC=CC=C2)C=C(C(=C1)OCCCCCCCC)[N+](=O)[O-]